6-fluoro-5-(4-fluoro-3-(1H-pyrazol-3-yl)phenoxy)-1-(phenylsulfonyl)-4-((1-(tetrahydro-2H-pyran-2-yl)-1H-pyrazol-4-yl)methyl)-1H-indole FC1=C(C(=C2C=CN(C2=C1)S(=O)(=O)C1=CC=CC=C1)CC=1C=NN(C1)C1OCCCC1)OC1=CC(=C(C=C1)F)C1=NNC=C1